1-(3-((4-amino-6-chloro-1H-pyrazolo[3,4-d]pyrimidin-1-yl)methyl)-5-bromophenethyl)-6-oxo-1,6-dihydropyridine-3-carbaldehyde NC1=C2C(=NC(=N1)Cl)N(N=C2)CC=2C=C(CCN1C=C(C=CC1=O)C=O)C=C(C2)Br